C[C@@H]1CN(CCC1)CC=1NC=2C(N(C=C(C2C1)C1CC1)C1=NC(=CC(=C1)C1=C(C=C(C=C1)F)C1=NN=CN1C)OC)=O 2-{[(S)-3-Methyl-1-piperidyl]methyl}-4-cyclopropyl-6-{4-[4-fluoro-2-(4-methyl-4H-1,2,4-triazol-3-yl)phenyl]-6-methoxy-2-pyridyl}-1,6-dihydro-1,6-diaza-7-indenone